N-(3,5-Dimethylphenyl)benzo[d]isothiazol-3-amine CC=1C=C(C=C(C1)C)NC1=NSC2=C1C=CC=C2